C(C)OC=1N=NC(=C2C1N(C=C2C2=CC(=C(C=C2)OC2=NC=CC(=N2)C)F)C)N 7-ethoxy-3-(3-fluoro-4-((4-methylpyrimidin-2-yl)oxy)phenyl)-1-methyl-1H-pyrrolo[2,3-d]pyridazin-4-amine